FC(OC1=NC(=CC=C1NC(=O)C1(CNC1)C1=C(C=CC=C1C)C(C)C)C)F N-(2-(difluoromethoxy)-6-methylpyridin-3-yl)-3-(2-isopropyl-6-methylphenyl)azetidine-3-carboxamide